2-((2S,4R)-2-((trifluoromethoxy)methyl)-4-(4-(trifluoromethyl)phenoxy)pyrrolidin-1-yl)pyrimidine-5-carboxylic acid FC(OC[C@H]1N(C[C@@H](C1)OC1=CC=C(C=C1)C(F)(F)F)C1=NC=C(C=N1)C(=O)O)(F)F